ClCCN1N=NC2=C1C(=CC(=C2)C(=C)C2=CC=C(C=C2)O)F 4-(1-(1-(2-chloroethyl)-7-fluoro-1H-benzo[d][1,2,3]triazol-5-yl)vinyl)phenol